1,2-bis(hydroxymethyl)benzene OCC1=C(C=CC=C1)CO